C1=C(C=CC2=CC=CC=C12)C=1N=NC=CC1N (Naphthalen-2-yl)pyridazin-4-amine